C1(CC1)N1N=CC(=C1)[C@@H]1OCC[C@@H](C1)C=1N=C(C=2N=C(N(C(C2N1)=O)C)C(F)(F)F)C1=C(C=C(C=C1)F)F 6-((2R,4S)-2-(1-cyclopropyl-1H-pyrazol-4-yl)tetrahydro-2H-pyran-4-yl)-8-(2,4-difluorophenyl)-3-methyl-2-(trifluoromethyl)pyrimido[5,4-d]pyrimidin-4(3H)-one